tert-Butyl 3-{1-[({bicyclo[1.1.1]pentan-1-yl}carbamoyl)methyl]-4-fluoro-1H-indazol-3-yl}azetidine-1-carboxylate C12(CC(C1)C2)NC(=O)CN2N=C(C1=C(C=CC=C21)F)C2CN(C2)C(=O)OC(C)(C)C